CC1(CCN(CC1)C=1OC2=C(C=C(C=C2C(C1C)=O)C)C(C)NC1=CSC=C1B1OC(C(O1)(C)C)(C)C)C 2-(4,4-dimethyl-1-piperidyl)-3,6-dimethyl-8-[1-[[4-(4,4,5,5-tetramethyl-1,3,2-dioxaborolan-2-yl)-3-thienyl]amino]ethyl]chromen-4-one